C(C)(C)(C)C1=CC(=CC2=C1OP(OC1=C2C=C(C=C1C(C)(C)C)OC)OCCP1[C@H](CC[C@@H]1C1=CC=CC=C1)C1=CC=CC=C1)OC 4,8-di-tert-butyl-6-(2-((trans)-2,5-diphenylphospholan-1-yl)ethoxy)-2,10-dimethoxydibenzo[d,f][1,3,2]dioxaphosphepine